2-(4-(5-Cyanopyridin-2-yl)piperazin-1-yl)acetic acid tert-butyl ester C(C)(C)(C)OC(CN1CCN(CC1)C1=NC=C(C=C1)C#N)=O